[P+3].P([O-])([O-])[O-] phosphorite phosphorus salt